3-(4-(3,4-difluoro-2-(trifluoromethyl)phenyl)piperidine-1-carbonyl)-N-methyl-6,7-dihydro-1H-pyrazolo[4,3-c]pyridine-5(4H)-carboxamide FC=1C(=C(C=CC1F)C1CCN(CC1)C(=O)C1=NNC2=C1CN(CC2)C(=O)NC)C(F)(F)F